FC1=CC(=CC=2N(C(=NC21)C)C2CCN(CC2)C)C2=CNC=1N=C(N=CC12)N[C@@H]1CC[C@@H](CC1)OC 5-(4-fluoro-2-methyl-1-(1-methylpiperidin-4-yl)-1H-benzo[d]imidazol-6-yl)-N-(cis-4-methoxycyclohexyl)-7H-pyrrolo[2,3-d]pyrimidin-2-amine